N-cyclopentyl-2-(3,5-dichlorophenyl)benzo[d]oxazole-6-carboxamide C1(CCCC1)NC(=O)C1=CC2=C(N=C(O2)C2=CC(=CC(=C2)Cl)Cl)C=C1